4-[2-chloro-4-[[3-[3-(trifluoromethyl)-1H-pyrazol-4-yl]imidazo[1,2-a]pyrazin-8-yl]amino]benzoyl]-N-[(3S,4S)-4-hydroxypyrrolidin-3-yl]piperazine-1-carboxamide ClC1=C(C(=O)N2CCN(CC2)C(=O)N[C@H]2CNC[C@@H]2O)C=CC(=C1)NC=1C=2N(C=CN1)C(=CN2)C=2C(=NNC2)C(F)(F)F